C[C@@H]1O[C@@H](CN(C1)C1=CC=CC(=N1)C1=NC2=CC(=NC=C2C=C1)CNC(=O)C=1C=NN(C1S(=O)(=O)C)C)C N-((2-(6-((cis)-2,6-dimethylmorpholino)pyridin-2-yl)-1,6-naphthyridin-7-yl)methyl)-1-methyl-5-(methylsulfonyl)-1H-pyrazole-4-carboxamide